5-((2-((1-Methyl-1H-pyrazol-4-yl)amino)pyridin-4-yl)oxy)-4-phenylthiazol-2-amine CN1N=CC(=C1)NC1=NC=CC(=C1)OC1=C(N=C(S1)N)C1=CC=CC=C1